NC1CC2CCC(C1)N2C(=O)OC(C)(C)C 2-methyl-2-propanyl (3-exo)-3-amino-8-azabicyclo[3.2.1]octane-8-carboxylate